(3S,4S)-3-fluoro-4-[[6-[6-[1-(trifluoromethyl)cyclopropyl]imidazo[1,2-a]pyrazin-3-yl]-2-pyridinyl]amino]pyrrolidine-1-carboxylic acid tert-butyl ester C(C)(C)(C)OC(=O)N1C[C@@H]([C@H](C1)NC1=NC(=CC=C1)C1=CN=C2N1C=C(N=C2)C2(CC2)C(F)(F)F)F